tert-Butyl-[[(2R,3S)-3-tert-butyl-7-(6-tert-butyl-5-methyl-pyrrolo[2,3-b]pyrazin-3-yl)azepan-2-yl]methoxy]-diphenyl-silane C(C)(C)(C)[Si](C1=CC=CC=C1)(C1=CC=CC=C1)OC[C@@H]1NC(CCC[C@H]1C(C)(C)C)C1=CN=C2C(=N1)N(C(=C2)C(C)(C)C)C